ClC1=CC2=C(N(C(N=C2N2[C@H](CN([C@@H](C2)C)C(C=C)=O)C)=O)C=2C(=NC=CC2C)C(C)C)N=C1C1=C(C=CC=C1)Cl (M)-6-Chloro-7-(2-chlorophenyl)-4-[(2S,5R)-2,5-dimethyl-4-prop-2-enoyl-piperazin-1-yl]-1-(2-isopropyl-4-methyl-3-pyridyl)pyrido[2,3-d]pyrimidin-2-one